2-fluoroisonicotinaldehyde FC=1C=C(C=O)C=CN1